N(N=C1SC2=C(N1CC)C=CC(=C2)S(=O)(=O)O)=C2SC1=C(N2CC)C=CC(=C1)S(=O)(=O)O 2,2'-azinobis[3-ethylbenzothiazoline-6-sulphonic acid]